C(C1=CC=CC=C1)NC1=C(C=C(C=C1)S(=O)(=O)NC(C)C)Br 4-(benzylamino)-3-bromo-N-isopropyl-benzenesulfonamide